O[C@@]12[C@@](OC=3C=NC=C(C31)OC)([C@@H]([C@H]([C@@H]2CN2CCOCC2)CO)C2=CC=CC=C2)C2=CC=C(C#N)C=C2 |r| Rac-4-((4bR,5R,6R,7S,7aR)-4b-hydroxy-6-(hydroxymethyl)-4-methoxy-5-(morpholino-methyl)-7-phenyl-4b,5,6,7-tetrahydro-7aH-cyclopenta[4,5]furo[2,3-c]pyridin-7a-yl)benzonitrile